N[C@H]1[C@@H]2N(C[C@H]1CC2)C(=O)C2=CC1=C(N(C(=N1)C1=CC=3C(=C4C=CNC4=CC3)N1CC1CC1)C)C(=C2)F ((1R,4R,7R)-7-amino-2-azabicyclo[2.2.1]heptan-2-yl)(2-(1-(cyclopropylmethyl)-1,6-dihydropyrrolo[2,3-e]indol-2-yl)-7-fluoro-1-methyl-1H-benzo[d]imidazol-5-yl)methanone